C(C)(C)(C)C1=NN(C(=C1)NC(=O)C1=CSC=2CN(CCC21)CC=2C=C1C(=NC2)NN=C1C)C N-(3-(tert-butyl)-1-methyl-1H-pyrazol-5-yl)-6-((3-methyl-1H-pyrazolo[3,4-b]pyridin-5-yl)methyl)-4,5,6,7-tetrahydrothieno[2,3-c]pyridine-3-carboxamide